N1=CC=CC2=CC(=CN=C12)C(=O)OC Methyl naphthyridine-6-carboxylate